OC1=C(C=C(C=C1)C(C)(C1=CC(=C(C=C1)O)C)C=1C=C(C(=CC1)O)O)C 4-[1,1-Bis-(4-hydroxy-3-methylphenyl)-ethyl]-benzene-1,2-diol